NCC(=O)NC[C@@H](C)NC(C1=C(C=C(C=C1C)NC=1C=2N(C=CN1)C(=CN2)C=2C(=NN(C2)CC(F)F)C(F)(F)F)F)=O (R)-N-(1-(2-aminoacetamido)propan-2-yl)-4-((3-(1-(2,2-difluoroethyl)-3-(trifluoromethyl)-1H-pyrazol-4-yl)imidazo[1,2-a]pyrazin-8-yl)amino)-2-fluoro-6-methylbenzamide